tris-(1,3-dichloro-2-propyl) phosphate P(=O)(OC(CCl)CCl)(OC(CCl)CCl)OC(CCl)CCl